N'-propan-2-yl-urea CC(C)NC(N)=O